(S)-4-(4-(5-(difluoromethyl)pyrazin-2-yl)piperidin-2-yl)benzoate FC(C=1N=CC(=NC1)C1C[C@H](NCC1)C1=CC=C(C(=O)[O-])C=C1)F